C(C)(C)(C)OC(=O)N1N=C(C2=CC=C(C=C12)[C@@H]1C[C@@]12C(N(C1=CC=C(C=C21)OC)C(=O)OC(C)(C)C)=O)NC2=NC(=CC=C2OC)C tert-butyl (1R,2S)-2-[1-(tert-butoxycarbonyl)-3-[(3-methoxy-6-methylpyridin-2-yl)amino]indazol-6-yl]-5'-methoxy-2'-oxospiro[cyclopropane-1,3'-indole]-1'-carboxylate